Cl.N1N=CC(=C1)C=1C=CC(=C(C1)O)C=1N=NC(=CC1)OC1CC(NC(C1)(C)C)(C)C 5-(1H-Pyrazol-4-yl)-2-{6-[(2,2,6,6-tetramethylpiperidin-4-yl)oxy]pyridazin-3-yl}phenol-hydrochloride